C[C@@H]1N(CCNC1)C=1C=CC(=NC1)N (S)-5-(2-methylpiperazin-1-yl)pyridin-2-amine